BrC1=C2CCCC(C2=CC=C1)=O 5-bromo-3,4-dihydronaphthalene-1(2H)-one